ClC=1C(N(SC1Cl)CCCCCCCC)=O 4,5-dichloro-2-octylisothiazol-3-one